C(\C=C\C(=O)O)(=O)O.CN1CCC(CC1)NC(=O)N1CCN(C2=CC=CC=C12)C1=NC=CN=C1 (2s)-N-(1-Methylpiperidin-4-yl)-4-(pyrazin-2-yl)-3,4-dihydroquinoxaline-1(2H)-carboxamide fumarate